N(=C=O)C1=NC(=NC=C1C1=CC(=NC=C1)OC)C(F)(F)F 4-isocyanato-5-(2-methoxypyridin-4-yl)-2-(trifluoromethyl)pyrimidine